O=CCCC(=O)N 4-oxobutaneamide